(E)-2-(1,3-diphenyl-allyl)malonic acid dimethyl ester COC(C(C(=O)OC)C(\C=C\C1=CC=CC=C1)C1=CC=CC=C1)=O